Cl.N[C@H](C1=NC2=C(N1)C=C(C=C2)[C@H](NC(CC2CC(C2)(F)F)=O)C2CC2)[C@@H]2OCCCC2 |o1:26| N-((R)-(2-((R)-amino((R*)-tetrahydro-2H-pyran-2-yl)methyl)-1H-benzo[d]imidazol-6-yl)(cyclopropyl)methyl)-2-(3,3-difluorocyclobutyl)acetamide hydrochloride